C(C)(C)(C)OC(CC(C)=O)=O tert-Butyl-3-oxobutanoate